(difluoro(2-(((3S,6S,10aS)-3-(methyl((2-oxo-1,2-dihydroquinolin-4-yl)methyl)carbamoyl)-5-oxodecahydropyrrolo[1,2-a]azocin-6-yl)carbamoyl)benzo[b]thiophen-5-yl)methyl)phosphonic acid FC(C1=CC2=C(SC(=C2)C(N[C@H]2CCCC[C@@H]3N(C2=O)[C@@H](CC3)C(N(CC3=CC(NC2=CC=CC=C32)=O)C)=O)=O)C=C1)(F)P(O)(O)=O